ClC1=C(C=CC2=C1C(=N[C@H](C(N2)=O)C)C2=NC=CC=C2F)Cl (3S)-6,7-dichloro-5-(3-fluoro-2-pyridinyl)-3-methyl-1,3-dihydro-1,4-benzodiazepine-2-One